C(C)(C)(C)NS(=O)(=O)C=1C=C(C=CC1)NC(C1=C(C=C(C=C1)[C@@](CO)(C)O)N1CCC2(CC2)CC1)=O (R)-N-(3-(N-(tert-butyl)sulfamoyl)phenyl)-4-(1,2-dihydroxypropan-2-yl)-2-(6-azaspiro[2.5]oct-6-yl)benzamide